BrC=1C2=C(C(=NC1)N1CCC3([C@@H]([C@@H](OC3)C)NC(OC(C)(C)C)=O)CC1)C=NN2COCC[Si](C)(C)C tert-butyl N-[(3S,4S)-8-[7-bromo-1-(2-trimethylsilylethoxymethyl) pyrazolo[4,3-c]pyridin-4-yl]-3-methyl-2-oxa-8-azaspiro[4.5]decan-4-yl]carbamate